2-chloro-7-(1-ethenylcyclopropyl)-5-fluoropyrrolo[2,1-f][1,2,4]triazine ClC1=NN2C(C=N1)=C(C=C2C2(CC2)C=C)F